(S)-6-(5-amino-4-(trifluoromethyl)pyridin-2-yl)-7-fluoro-2-(4-((6-oxo-5-(trifluoromethyl)-1,6-dihydropyridazin-4-yl)amino)pentyl)isoquinolin-1(2H)-one NC=1C(=CC(=NC1)C=1C=C2C=CN(C(C2=CC1F)=O)CCC[C@H](C)NC=1C=NNC(C1C(F)(F)F)=O)C(F)(F)F